[5-(2-bromo-3-chloro-6-fluoro-phenyl)-1,3-dimethyl-6-oxo-pyridazin-4-yl]2-methylpropanoate BrC1=C(C(=CC=C1Cl)F)C1=C(C(=NN(C1=O)C)C)OC(C(C)C)=O